O1CCC(CC1)N1C(CC1)CN1N=CC2=CC=CC=C12 1-{[1-(oxan-4-yl)azetidin-2-yl]methyl}-1H-indazole